(S)-(R)-1-(3-(allyloxy)phenyl)-3-(3,4-dimethoxyphenyl)propyl 1-((R)-2-cyclohexylpent-4-enoyl)piperidine-2-carboxylate C1(CCCCC1)[C@H](C(=O)N1[C@H](CCCC1)C(=O)O[C@@H](CCC1=CC(=C(C=C1)OC)OC)C1=CC(=CC=C1)OCC=C)CC=C